[2H]CC(N(C([2H])([2H])[2H])C([2H])([2H])[2H])(C(C1=CNC2=CC=CC=C12)(C[2H])C[2H])C[2H] α,α,β,β-tetradeuteromethyl-N,N-di(trideuteromethyl)tryptamine